3-methoxy-N-methyl-4-((3-(4-(((1S,4S)-4-(tetrahydro-1H-furo[3,4-c]pyrrol-5(3H)-yl)cyclohexyl)amino)-1-(2,2,2-trifluoroethyl)-1H-indol-2-yl)prop-2-yn-1-yl)amino)benzamide COC=1C=C(C(=O)NC)C=CC1NCC#CC=1N(C2=CC=CC(=C2C1)NC1CCC(CC1)N1CC2C(C1)COC2)CC(F)(F)F